4-(3-bromo-4-fluorophenyl)-3-(4-((1,1-dioxotetrahydro-2H-thiopyran-4-yl)amino)-1,2,5-oxadiazol-3-yl)-1,2,4-oxadiazol BrC=1C=C(C=CC1F)N1C(=NOC1)C1=NON=C1NC1CCS(CC1)(=O)=O